CC1=C(C=CC=C1C=1C=CC2=CN(N=C2C1)C)NC(=O)C=1SC=2CNCCC2N1 N-[2-Methyl-3-(2-methyl-2H-indazol-6-yl)phenyl]-4,5,6,7-tetrahydro[1,3]thiazolo[5,4-c]pyridin-2-carboxamid